Cl.BrC=1C=C(C=C(C1O)Br)C(=O)N1C2=C(OCC1)C=CN=C2 (3,5-dibromo-4-hydroxyphenyl)(2,3-dihydro-4H-pyrido[4,3-b][1,4]oxazin-4-yl)-methanone hydrochloride